COC1=NN(C=C1NC1=NC=C(C(=N1)C1=CN(C2=C(C=CC=C12)N)COCC[Si](C)(C)C)C)C 3-{2-[(3-methoxy-1-methyl-1H-pyrazol-4-yl)amino]-5-methylpyrimidin-4-yl}-1-{[2-(trimethylsilyl)ethoxy]methyl}-1H-indol-7-amine